dimethyl 9-(2,2-difluoro-N-((1-methylpiperidin-4-yl)methyl)nonanamido)heptadecanedioate FC(C(=O)N(CC1CCN(CC1)C)C(CCCCCCCC(=O)OC)CCCCCCCC(=O)OC)(CCCCCCC)F